(3s,4s)-1-(3-chlorophenyl-ethyl)-3-methyl-4-((4-(methylsulfonyl)phenoxy)methyl)pyrrolidin-3-ol ClC=1C=C(C=CC1)CCN1C[C@]([C@@H](C1)COC1=CC=C(C=C1)S(=O)(=O)C)(O)C